OC1=C(C(=O)O)C=C(C=C1)CCC1=CC(=C(C(=C1)OC)OC)OC 2-hydroxy-5-(3,4,5-trimethoxyphenethyl)benzoic acid